Ethyl [2-[(2,6-difluoro-4-pyridinyl)-[5-methyl-4-(spiro[3.4]oct-3-ylcarbamoyl) thiazol-2-yl] amino]-1-methyl-2-oxo-ethyl] carbonate C(OCC)(OC(C(=O)N(C=1SC(=C(N1)C(NC1CCC12CCCC2)=O)C)C2=CC(=NC(=C2)F)F)C)=O